1-methyl-imidazole-4-carboxamide CN1C=NC(=C1)C(=O)N